FC1=C(CC2=NN3C(=NC(=C(C3=N2)C=2C=CC=3N(C2)C(=CN3)C)N3CCOCC3)N)C(=CC=C1)F 2-(2,6-difluorobenzyl)-8-(3-methylimidazo[1,2-a]pyridin-6-yl)-7-morpholino-[1,2,4]triazolo[1,5-c]pyrimidin-5-amine